(1R,2R,3R)-3-Hydroxy-2-[(E)-(3S)-3-hydroxy-1-octenyl]-5-oxocyclopentaneheptanoic acid dimethyl(1-phenylpropan-2-yl)phosphoramidate CC(C(CC1=CC=CC=C1)NP(O)(O)=O)C.O[C@H]1[C@@H]([C@H](C(C1)=O)CCCCCCC(=O)O)\C=C\[C@H](CCCCC)O